FC(C(CC(=O)N1CCC(CC1)(O)CN1C=NC=2C(C1=O)=NSC2C=2C=C1CCC(C1=CC2)NC)N2N=C(C=C2)F)F 6-((1-(4,4-difluoro-3-(3-fluoro-1H-pyrazol-1-yl)butanoyl)-4-hydroxypiperidin-4-yl)methyl)-3-(1-(methylamino)-2,3-dihydro-1H-inden-5-yl)isothiazolo[4,3-d]pyrimidin-7(6H)-one